4-(2-cyano-3-(dimethylamino)acryloyl)piperazine-1-carboxylic acid tert-butyl ester C(C)(C)(C)OC(=O)N1CCN(CC1)C(C(=CN(C)C)C#N)=O